CN(CCO)CCO MethylDiEthanolAmine